C(C)(=N)NCC=1C=C(CNC([C@H]2NCCC2)=O)C=CC1 N-{3-[(ethanimidoylamino)methyl]benzyl}-L-prolinamide